FC=1C(=C(C=CC1)NC=1C(=NN2C1C(NCC2)=O)C2=C1C(=NC=C2)C=C(S1)OC)OC 3-[(3-fluoro-2-methoxyphenyl)amino]-2-{2-methoxythieno[3,2-b]pyridin-7-yl}-5H,6H,7H-pyrazolo[1,5-a]pyrazin-4-one